IC1=CC=C(N=N1)NC1CC2CCC(C1)N2C(=O)OC(C)(C)C tert-butyl (exo)-3-[(6-iodopyridazin-3-yl) amino]-8-azabicyclo[3.2.1]octane-8-carboxylate